[Si](C)(C)(C(C)(C)C)O[C@H]1[C@@H](C1)N(C)C trans-2-((tert-butyldimethylsilyl)oxy)-N,N-dimethylcyclopropylamine